(S)-tert-butyl 3-methyl-2-((S)-N-methylpyrrolidine-3-carboxamido)butanoate CC([C@@H](C(=O)OC(C)(C)C)N(C(=O)[C@@H]1CNCC1)C)C